CC1(C[C@@H](CO1)C=1C=C2C(=CC=NC2=CC1)C(=O)O)C |r| rac-(R)-6-(5,5-dimethyltetrahydrofuran-3-yl)quinoline-4-carboxylic acid